6-(6-(difluoromethoxy)-1H-pyrrolo[2,3-b]pyridin-3-yl)-4,4-dimethyl-3,4-dihydroisoquinolin-1(2H)-one FC(OC1=CC=C2C(=N1)NC=C2C=2C=C1C(CNC(C1=CC2)=O)(C)C)F